S1C=2N(C=C1)C=C(N2)CC(=O)NC2=NNC(=C2)[C@@H]2C[C@@H](CC2)CCCC (1R,3S)-3-{3-[(imidazo[2,1-b][1,3]thiazol-6-ylacetyl)amino]-1H-pyrazol-5-yl}cyclopentyl-(2S)-butan